2-[(2-chloro-5-cyano-3-{4-[(2R)-3-fluoro-2-hydroxypropyl]piperazin-1-yl}phenyl)amino]-4-(cyclopropylamino)pyrazolo[1,5-a][1,3,5]triazine-8-carbonitrile ClC1=C(C=C(C=C1N1CCN(CC1)C[C@H](CF)O)C#N)NC1=NC=2N(C(=N1)NC1CC1)N=CC2C#N